1,2,3,4-tetrahydroisoquinoline-carboxylic acid C1(NCCC2=CC=CC=C12)C(=O)O